2-aminoethyl-(tridecyloxysilane) NCC[SiH2]OCCCCCCCCCCCCC